C(CCCC=C)=O hex-5-enal